CC1(CCC(CC1)NC(=O)C=1C(N(C2=NC=C(C=C2C1)C1=CC=C(C=C1)OC)CCN1CCOCC1)=O)C N-(4,4-dimethylcyclohexyl)-6-(4-methoxyphenyl)-1-(2-morpholinoethyl)-2-oxo-1,2-dihydro-1,8-naphthyridine-3-carboxamide